Aluminum tri(ethyl acetoacetate) C(C)CC(CC(=O)[O-])=O.C(C)CC(CC(=O)[O-])=O.C(C)CC(CC(=O)[O-])=O.[Al+3]